methyl-1,2,3,4-tetrahydrobenzo[4,5]imidazo[1,2-a]pyrazine-2-carboxylate COC(=O)N1CC=2N(CC1)C1=C(N2)C=CC=C1